(1-Bromoethyl)benzol BrC(C)C1=CC=CC=C1